N1[C@@H](CCC1)CC(=O)O (S)-2-(2-PYRROLIDINYL)ACETIC ACID